COC1=CC=C(C=C1)[Se](C1=CC=C(C=C1)OC)C1=CC=C(C=C1)OC tri(4-methoxyphenyl)selenium